1-(2-(3-fluoro-5-(trifluoromethyl)benzyl)pyridin-4-yl)-6-methyl-1,5,6,7-tetrahydro-4H-pyrazolo[4,3-c]pyridin-4-one FC=1C=C(CC2=NC=CC(=C2)N2N=CC=3C(NC(CC32)C)=O)C=C(C1)C(F)(F)F